2-Azido-octadec-4-ene-1,3-diol N(=[N+]=[N-])C(CO)C(C=CCCCCCCCCCCCCC)O